FC(C(=O)O)(F)F.FC(C)(F)C1=NC(=CC(=N1)N1N=C(C=2C=NC(=CC21)CC(=O)N)N2CC(CC2)NC)C (1-(2-(1,1-difluoroethyl)-6-methylpyrimidin-4-yl)-3-(3-(methylamino)pyrrolidin-1-yl)-1H-pyrazolo[4,3-c]pyridin-6-yl)acetamide trifluoroacetate